C1(=CC=CC=C1)N(C(O)=O)C1=NN(C=C1)C.N1=CC(=CC=C1)C1=NC=CC(=N1)C(=O)N 2-(3-pyridinyl)pyrimidine-4-carboxamide phenyl-(1-methyl-1H-pyrazol-3-yl)carbamate